Cl.C(N1CCC(CC1)N1CCNCC1)([2H])([2H])[2H] 1-(1-(methyl-d3)piperidin-4-yl)piperazine hydrochloride